1,1,1,3,3,3-hexafluoropropan-2-yl (R or S)-1-((pyridin-3-ylmethyl)carbamoyl)-6-azaspiro[2.5]octane-6-carboxylate N1=CC(=CC=C1)CNC(=O)[C@@H]1CC12CCN(CC2)C(=O)OC(C(F)(F)F)C(F)(F)F |o1:10|